FC=1C=C(COC=2C=C3N(C(N2)=O)CC2(N3CCC2)C)C=C(C1OC1=CC(=NC=C1)OC(F)(F)F)F 3-((3,5-difluoro-4-((2-(trifluoromethoxy)pyridin-4-yl)oxy)benzyl)oxy)-8a-methyl-7,8,8a,9-tetrahydro-1H,6H-pyrrolo[1',2':3,4]imidazo[1,2-c]pyrimidin-1-one